1,2,3,4-tetrakis(3-pyridinyl)cyclobutaneN N1=CC(=CC=C1)C1=C(C(C1C=1C=NC=CC1)C=1C=NC=CC1)C=1C=NC=CC1